ClC1=CC2=C(C=N1)C1(CN2C2=CC(=NC(=N2)C(C)(F)F)C2CC(C2)C#N)CC1 3-(6-(6'-chlorospiro[cyclopropane-1,3'-pyrrolo[3,2-c]pyridin]-1'(2'H)-yl)-2-(1,1-difluoroethyl)pyrimidin-4-yl)cyclobutane-1-carbonitrile